(R)-tert-Butyl-3-(hydrazinecarbonyl)-6-methyl-6,7-dihydro-2H-pyrazolo[4,3-c]pyridine-5(4H)-carboxylate C(C)(C)(C)OC(=O)N1CC=2C(C[C@H]1C)=NNC2C(=O)NN